bipyridinium tetrafluoroborate iodonium salt [IH2+].F[B-](F)(F)F.[N+]1(=CC=CC=C1)[N+]1=CC=CC=C1.F[B-](F)(F)F.F[B-](F)(F)F